COC(C1CN(C1)C1=CC2=C(NC(N2C)=O)C=C1)OC 5-[3-(dimethoxymethyl)azetidin-1-yl]-3-methyl-1H-benzimidazol-2-one